methyl-6-acetamido-4-((2-(1,1-difluoroethyl)-6-ethylpyrimidin-4-yl)amino)nicotinic acid CC1=C(C(=O)O)C(=CC(=N1)NC(C)=O)NC1=NC(=NC(=C1)CC)C(C)(F)F